C(=O)=C1NC(C(=C2N1CCCC2)C#N)=C=O 1,3-dicarbonyl-2,3,5,6,7,8-hexahydro-1H-pyrido[1,2-C]pyrimidine-4-carbonitrile